CCCCCC.[N].[N] dinitrogen hexane